(2R,4R)-N-((S)-1-((3-carbamoyl-5-chlorobenzyl)amino)-1-oxopropan-2-yl)-4-phenylpyrrolidine-2-carboxamide trifluoroacetate FC(C(=O)O)(F)F.C(N)(=O)C=1C=C(CNC([C@H](C)NC(=O)[C@@H]2NC[C@H](C2)C2=CC=CC=C2)=O)C=C(C1)Cl